o-aminotoluenesulfonic acid-triethylamine salt C(C)N(CC)CC.NC1=C(CS(=O)(=O)O)C=CC=C1